(furan-2-yl)-N-(4-((7-methyl-7H-pyrrolo[2,3-D]pyrimidin-4-yl)oxy)phenyl)acetamide benzyl-N-[(1S)-2-[2-(3-amino-3-oxo-propyl)hydrazino]-1-(cyclohexylmethyl)-2-oxo-ethyl]carbamate C(C1=CC=CC=C1)OC(N[C@H](C(=O)NNCCC(=O)N)CC1CCCCC1)=O.O1C(=CC=C1)CC(=O)NC1=CC=C(C=C1)OC=1C2=C(N=CN1)N(C=C2)C